(E)-3-((tert-butoxycarbonyl)amino)-N,N-diethylprop-1-en-1-amine oxide C(C)(C)(C)OC(=O)NC/C=C/[N+](CC)(CC)[O-]